2,3-dibromofluorobenzene C1=CC(=C(C(=C1)Br)Br)F